6-Bromo-8-methyl-3,4-dihydroisoquinolin-1(2H)-one BrC=1C=C2CCNC(C2=C(C1)C)=O